sodium DL-mandelate C(C(O)C1=CC=CC=C1)(=O)[O-].[Na+]